C1(=CC=CC=C1)C1=CC=CC=2N(C3=CC=CC(=C3C12)C1=CC=CC=C1)C1=C(C#N)C(=CC(=C1)C1=NC(=CC=C1)C)N1C2=CC=CC(=C2C=2C(=CC=CC12)C1=CC=CC=C1)C1=CC=CC=C1 2,6-bis(4,5-diphenyl-9H-carbazol-9-yl)-4-(6-methylpyridin-2-yl)benzonitrile